OC(C)(C)C1=CC(=NN1C)N\C(\C)=C\1/C(NC2=CN=C(C=C21)C=2C=NC=CC2C)=O (Z)-3-(1-((5-(2-Hydroxypropan-2-yl)-1-methyl-1H-pyrazol-3-yl)amino)ethylidene)-5-(4-methylpyridin-3-yl)-1H-pyrrolo[2,3-c]pyridin-2(3H)-one